N-[(3R)-1-cyclopropyl-3-piperidyl]-2-(7-isopropenyl-1-methyl-4-oxo-imidazo[4,5-d]pyridazin-5-yl)acetamide C1(CC1)N1C[C@@H](CCC1)NC(CN1N=C(C2=C(C1=O)N=CN2C)C(=C)C)=O